C(CC=C)C1OC1 2-(but-3-en-1-yl)oxirane